C(C)(CC)N(C(C)CC)[Si](Br)(Br)Br (di-sec-butylamino)tribromosilane